2-aminoethyl α-D-mannopyranosyl-(1→3)-[α-D-mannopyranosyl-(1→6)]-β-D-glucopyranoside [C@H]1([C@@H](O)[C@@H](O)[C@H](O)[C@H](O1)CO)O[C@@H]1[C@H]([C@H](OCCN)O[C@@H]([C@H]1O)CO[C@@H]1[C@@H](O)[C@@H](O)[C@H](O)[C@H](O1)CO)O